(Boc)-(3-(aminomethyl)phenyl)boronic acid C(=O)(OC(C)(C)C)OB(O)C1=CC(=CC=C1)CN